(R)-6-chloro-3-((1-(2-(2-(5-cyanopyridin-2-yl)-2,6-dihydropyrrolo[3,4-c]pyrazol-5(4H)-yl)-3,6-dimethyl-4-oxo-3,4-dihydroquinazolin-8-yl)ethyl)amino)-N-(methylsulfonyl)picolinamide ClC1=CC=C(C(=N1)C(=O)NS(=O)(=O)C)N[C@H](C)C=1C=C(C=C2C(N(C(=NC12)N1CC2=NN(C=C2C1)C1=NC=C(C=C1)C#N)C)=O)C